6-(4-(difluoromethoxy)phenyl)-2-((3-methyl-1,2,4-oxadiazol-5-yl)methyl)pyridazin-3(2H)-one FC(OC1=CC=C(C=C1)C=1C=CC(N(N1)CC1=NC(=NO1)C)=O)F